N-Cyclopentyl-2-(3-methoxyphenyl)oxazole-4-carboxamide C1(CCCC1)NC(=O)C=1N=C(OC1)C1=CC(=CC=C1)OC